Bicyclo[1.1.1]pentan-1-ylhydrazine bis-HCl Cl.Cl.C12(CC(C1)C2)NN